S1C(=NN=C1)C=1C(=NC=CC1)N1CCN(CC1)[C@H]1CC2(CN(C2)C(=O)OCC)CC1 ethyl (6R)-6-{4-[3-(1,3,4-thiadiazol-2-yl)pyridin-2-yl]piperazin-1-yl}-2-azaspiro[3.4]octane-2-carboxylate